COC1=CC=CC2=C1N3C[C@]4(C[C@H]5[C@]3([C@]26CCN7[C@H]6[C@@]8(C5)CCO[C@H]8CC7)O)CN9CC[C@@]12[C@@H]9[C@@]3([C@H]4OCC3)CC(=C1NC1=CC=CC=C21)C(=O)OC The molecule is an indole alkaloid fundamental parent, an alkaloid ester, a vinca alkaloid, a hemiaminal, a methyl ester and a spiro compound.